C1(=CC=CC=C1)P(=O)(C1=CC=CC=C1)N[C@H]1[C@@H](CCCC1)NP(=O)(C1=CC=CC=C1)C1=CC=CC=C1 (1R,2R)-1,2-bis(diphenylphosphinoylamino)cyclohexane